4-(5-(2,6-dimethylphenoxy)-1-(2-fluoro-2-methylpropyl)-3-(pyridin-4-yl)-1H-pyrazolo[4,3-b]pyridin-6-yl)-N-ethyl-6-methyl-7-oxo-6,7-dihydro-1H-pyrrolo[2,3-c]pyridine-2-carboxamide CC1=C(OC2=C(C=C3C(=N2)C(=NN3CC(C)(C)F)C3=CC=NC=C3)C=3C2=C(C(N(C3)C)=O)NC(=C2)C(=O)NCC)C(=CC=C1)C